tert-Butyl 4-(1-(4-amino-5-cyclopropyloxy-2-(1-methyl-1H-pyrazol-4-yl)phenyl)piperidin-4-yl)piperazine-1-carboxylate NC1=CC(=C(C=C1OC1CC1)N1CCC(CC1)N1CCN(CC1)C(=O)OC(C)(C)C)C=1C=NN(C1)C